N1C=C(C2=CC=CC=C12)NC(=O)C1=CC2=C(SCC(N2CC2CN(C2)C2=CC=CC=C2)=O)C=C1 N-(1H-indol-3-yl)-3-oxo-4-((1-phenylazetidin-3-yl)methyl)-3,4-dihydro-2H-benzo[b][1,4]thiazine-6-carboxamide